FCS(=O)(=O)[O-] fluoro-methanesulfonate